BrC=1C=C(C=C(C1)F)CCC#N 3-(3-bromo-5-fluorophenyl)propionitrile